C(C)OC1=C(N=C(N(C1=O)C)N(C1CCNCC1)C)C(=O)NC=1C=NOC1 5-ethoxy-N-(isoxazol-4-yl)-1-methyl-2-(methyl-(piperidin-4-yl)amino)-6-oxo-1,6-dihydropyrimidine-4-carboxamide